ClC1=C(C=C(C(=C1)S(=O)(=O)C)Cl)NC(=O)N[C@@H](C)C=1N(N=CN1)C1=NC=CC=N1 1-(2,5-dichloro-4-methylsulfonyl-phenyl)-3-[(1S)-1-(2-pyrimidin-2-yl-1,2,4-triazol-3-yl)ethyl]urea